6-(1-Isopropyl-1H-pyrazol-3-yl)-5-methyl-2-(1-methyl-1H-imidazol-2-yl)-N-(1-methyl-1H-pyrazol-3-yl)pyrrolo[2,1-f][1,2,4]triazin-4-amine C(C)(C)N1N=C(C=C1)C=1C(=C2C(=NC(=NN2C1)C=1N(C=CN1)C)NC1=NN(C=C1)C)C